COC1=C(CN(S(=O)(=O)C2=C(C=CC(=C2)C2(CCC2)OC)OC)CC2=C(C=C(C=C2)OC)OC)C=CC(=C1)OC N,N-bis(2,4-dimethoxybenzyl)-2-methoxy-5-(1-methoxycyclobutyl)benzenesulfonamide